tert-butyl 4-(2-((3-(2,6-bis(benzyloxy)pyridin-3-yl)phenyl) amino)ethyl)piperidine-1-carboxylate C(C1=CC=CC=C1)OC1=NC(=CC=C1C=1C=C(C=CC1)NCCC1CCN(CC1)C(=O)OC(C)(C)C)OCC1=CC=CC=C1